N=1C=NN2C1C=CC(=C2)C2=CC(=NN2C2=NC(=CC=C2)C)CC(=O)NC=2C=NN(C2)S(=O)(=O)C 5-([1,2,4]Triazolo[1,5-a]pyridin-6-yl)-1-(6-methylpyridin-2-yl)-N-(1-(methylsulfonyl)-1H-pyrazol-4-yl)-1H-pyrazol-3-carboxyamid